N-[2-(3-carbamoylphenyl)thieno[3,2-c]pyridin-4-yl]-2-fluoro-N-[(3R)-3-piperidyl]-4-(triazolo[4,5-b]pyridin-3-yl)benzamide C(N)(=O)C=1C=C(C=CC1)C1=CC=2C(=NC=CC2S1)N(C(C1=C(C=C(C=C1)N1N=NC=2C1=NC=CC2)F)=O)[C@H]2CNCCC2